NC1=C(C=C(C(=C1)OC)C1=C(C=CC=C1C)C)C=O 4-amino-6-methoxy-2',6'-dimethyl-[1,1'-biphenyl]-3-carbaldehyde